FC1=C(C(=C2C=CNC2=C1)S(=O)CCOC)OC=1C=C(C=CC1)C=1NC(=CN1)C(C)(O)C1=CC=CC=C1 1-(2-(3-((6-Fluoro-4-((2-methoxyethyl)sulfinyl)-1H-indol-5-yl)oxy)phenyl)-1H-imidazol-5-yl)-1-phenylethan-1-ol